FC(CN1CC=2NC3=CC(=CC=C3C2CC1C)C(=O)O)(C)F 2-(2,2-difluoropropyl)-3-methyl-2,3,4,9-tetrahydro-1H-pyrido[3,4-b]indole-7-carboxylic acid